CC1=CC=C(C=C1)N1CCC(CC1)C(=O)O 1-(4-methylphenyl)piperidine-4-carboxylic acid